C1(CC1)C1=C(C(=NO1)C1=C(C=CC=C1Cl)Cl)COC1CCN(CC1)C=1OC=C(N1)/C(/N)=N/O (Z)-2-(4-((5-cyclopropyl-3-(2,6-dichlorophenyl)isoxazol-4-yl)methoxy)piperidin-1-yl)-N'-hydroxyoxazole-4-carboximidamide